C(C1=CC=CC=C1)N(C1CC2=C(N(N=C2CC1)C1=NC(=CC(=C1)C(F)(F)F)C)O)C 5-(Benzylmethylamino)-2-(6-methyl-4-trifluoromethylpyridin-2-yl)-4,5,6,7-tetrahydro-2H-indazol-3-ol